tert-butyl (2-(4-(hydroxymethyl)phenyl)-3-(isoquinolin-6-ylamino)-3-oxopropyl)carbamate OCC1=CC=C(C=C1)C(CNC(OC(C)(C)C)=O)C(=O)NC=1C=C2C=CN=CC2=CC1